[C@H]1([C@H](O)[C@@H](O)[C@H](O)[C@H](O1)CO)OC[C@H]([C@H]([C@@H]([C@H](CO)O)O)O)O 6-O-α-D-glucopyranosyl-D-sorbitol